C[C@@H]1CN(C[C@H]2N1CCN(CC2)C=2C=NC(=CC2)N2CCNCC2)C2=C1C=CC=NC1=C(C=C2)C#N 5-[(4R,10aS)-4-methyl-8-(6-piperazin-1-yl-3-pyridyl)-1,3,4,6,7,9,10,10a-octahydropyrazino[1,2-d][1,4]diazepin-2-yl]quinoline-8-carbonitrile